6-amino-2-[3,5-dichloro-4-[(5-isopropyl-6-oxo-1H-pyridazin-3-yl)oxy]phenyl]-4H-1,2,4-tri-azine-3,5-dione NC=1C(NC(N(N1)C1=CC(=C(C(=C1)Cl)OC1=NNC(C(=C1)C(C)C)=O)Cl)=O)=O